3-cyclopentenespiroindolone N1C(C2(C3=CC=CC=C13)CC=CC2)=O